2,2',7,7'-tetra(N,N-di-p-tolyl)aMino-9,9-spirobifluorene C1(=CC=C(C=C1)N(C1=CC=C(C=C1)C)C1=CC=2C3(C4=CC(=CC=C4C2C=C1)N(C1=CC=C(C=C1)C)C1=CC=C(C=C1)C)C1=CC(=CC=C1C=1C=CC(=CC13)N(C1=CC=C(C=C1)C)C1=CC=C(C=C1)C)N(C1=CC=C(C=C1)C)C1=CC=C(C=C1)C)C